C[C@H]1[C@@H]([C@H]([C@H]([C@@H](O1)O[C@@H]2[C@H]([C@@H]([C@H](O[C@H]2OC3=C(C(=C4C(=C3)C(=O)C5=C(C4=O)C=CC(=C5)O)O)C)CO)O)O)O)O)O The molecule is a disaccharide derivative that is 1,3,6-trihydroxy-2-methyl-9,10-anthraquinone attached to a alpha-L-rhamnopyranosyl-(1->2)-beta-D-glucopyranosyl residue at position 3 via a glycosidic linkage. It has been isolated from the roots of Rubia yunnanensis. It has a role as a plant metabolite. It is a dihydroxyanthraquinone and a disaccharide derivative. It derives from a 1,3,6-trihydroxy-2-methyl-9,10-anthraquinone.